3-iodo-1,5-dimethyl-1H-pyrazole IC1=NN(C(=C1)C)C